2-chloro-9-((3aR,3bR,4aS,5R,5aS)-2,2-dimethylhexahydrocyclopropa[3,4]cyclopenta[1,2-d][1,3]dioxol-5-yl)-N-methyl-d3-9H-purin-6-amine ClC1=NC(=C2N=CN(C2=N1)[C@@H]1[C@@H]2[C@H]([C@@H]3[C@H]1OC(O3)(C)C)C2)NC([2H])([2H])[2H]